COCN1C=NC=C1 1-methoxymethylimidazole